NC1=NC=2C=C(C(=CC2C2=C1COC2)C(=O)N([C@@H]2COCC2)CC=2C=CC1=C(CC3(CCN(CC3)C)O1)C2)F (S)-4-amino-7-fluoro-N-((1'-methyl-3H-spiro[benzofuran-2,4'-piperidin]-5-yl)methyl)-N-(tetrahydrofuran-3-yl)-1,3-dihydrofuro[3,4-c]quinoline-8-carboxamide